C(C)(=O)OC[C@H](COC1=C(C=C(C=C1Cl)S(=O)(=O)C1=CC=C(C=C1)OC[C@H](CCl)OC(C)=O)Cl)OC(C)=O (S)-3-(4-((4-((R)-2-acetoxy-3-chloropropoxy)phenyl)sulfonyl)-2,6-dichlorophenoxy)propane-1,2-diyl diacetate